1-ethyl-3-(4-((2-oxopiperazin-1-yl)methyl)pyridin-2-yl)urea C(C)NC(=O)NC1=NC=CC(=C1)CN1C(CNCC1)=O